FC=1C=C(C=CC1N(CC1=CC=C(C=C1)SC(F)(F)F)C)NC(N)=O 3-(3-fluoro-4-(methyl-(4-((trifluoromethyl)thio)benzyl)amino)phenyl)urea